cis-ethyl 7,10a-dimethyl-8-((3,4,5-trifluorophenyl)carbamoyl)-3a,4,10,10a-tetrahydro-1H,7H-dipyrrolo[3,4-b:3',4'-f][1,4,5]oxathiazocine-2(3H)-carboxylate 5,5-dioxide CN1C(=C2OC[C@@]3([C@H](NS(C2=C1)(=O)=O)CN(C3)C(=O)OCC)C)C(NC3=CC(=C(C(=C3)F)F)F)=O